C(CCC\C=C/CC)OC(CCC(=O)OCCCCCN(CCCCCOC(CCC(OCCCC\C=C/CC)OCCCC\C=C/CC)=O)CCO)OCCCC\C=C/CC ((2-hydroxyethyl)azanediyl)bis(pentane-5,1-diyl) bis(4,4-bis(((Z)-oct-5-en-1-yl)oxy)butanoate)